CSC1=CC=C(N1)NC1=NC(=NC2=CC=CC=C12)NC1CC2CCC(C1)N2C(=O)OC(C)(C)C tert-butyl (3-exo)-3-((4-((5-methylthioazol-2-yl) amino) quinazolin-2-yl) amino)-8-azabicyclo[3.2.1]octane-8-carboxylate